N1N=CC2=CC=NC=C12 6-azaindazol